4-cyclopropyl-N-((7-fluoro-5-(2-methoxy-1-(2-oxo-4-(trifluoromethyl)imidazolidin-1-yl)ethyl)benzo[d]-oxazol-2-yl)(4-fluorocyclohexyl)methyl)-1,2,5-oxadiazole-3-carboxamide C1(CC1)C=1C(=NON1)C(=O)NC(C1CCC(CC1)F)C=1OC2=C(N1)C=C(C=C2F)C(COC)N2C(NC(C2)C(F)(F)F)=O